((1S,6R,7R)-7-(2-fluorophenyl)-3-(3-(indolin-5-yl)-1H-pyrazolo[3,4-b]pyrazin-6-yl)-3-azabicyclo[4.1.0]heptan-7-yl)methanamine FC1=C(C=CC=C1)[C@]1([C@@H]2CCN(C[C@H]12)C1=CN=C2C(=N1)NN=C2C=2C=C1CCNC1=CC2)CN